NC=1C=2N(C=CN1)C(=NC2C2=CC=C(C(=O)NC1=NC=CC=C1)C=C2)[C@H]2N(CCC2)C(C#CC)=O (S)-4-(8-Amino-3-(1-(but-2-ynoyl)pyrrolidin-2-yl)imidazo[1,5-a]-pyrazin-1-yl)-N-(pyridin-2-yl)benzamid